tripropylamine fumarate C(\C=C\C(=O)O)(=O)O.C(CC)N(CCC)CCC